3,6-dibromotetramethylbenzene BrC=1C(=C(C(=C(C1C)C)Br)C)C